C1NCC12CCN(CC2)C2=NC(=NC1=C(C(=C(C=C21)C=C)C2=C1C=NNC1=CC=C2C)OCC(F)(F)F)OC2CCN(CC2)CC(C)(O)C 1-(4-{[4-(2,7-diazaspiro[3.5]non-7-yl)-7-(5-methyl-1H-indazol-4-yl)-8-(2,2,2-trifluoroethoxy)-6-vinylquinazolin-2-yl]oxy}piperidin-1-yl)-2-methylpropan-2-ol